2-fluoro-3-(trifluoromethoxy)benzene FC1=CC=CC=C1OC(F)(F)F